NC=1C=C2C(=CN=C(C2=CN1)NC)C#CC1=NC=CC(=C1)OCCCOCCC(=O)O 3-[3-[[2-[2-[6-amino-1-(methylamino)-2,7-naphthyridin-4-yl]ethynyl]-4-pyridyl]oxy]propoxy]propanoic acid